O1C(=NC=C1)C1SCCC1 2-oxazolylthiolan